Cl.C(C=C)S(=O)(=O)N1CC(C(CC1)(O)C1=CC(=CC=C1)OC)CN(C)C 1-(allylsulfonyl)-3-((dimethylamino)methyl)-4-(3-methoxyphenyl)piperidin-4-ol hydrochloride